Ethyl 6-(2-{[7-(5-methyl-1,2,4-oxadiazol-3-yl)isoquinolin-1-yl]amino}ethyl)-5-oxo-5,6-dihydro-1,6-naphthyridine-3-carboxylate CC1=NC(=NO1)C1=CC=C2C=CN=C(C2=C1)NCCN1C(C=2C=C(C=NC2C=C1)C(=O)OCC)=O